F[C@@H]1[C@H]2CC[C@@H](C[C@@H]1N(C1=CC=C(N=N1)C1=C(C=C3C(C=C(OC3=C1)C(F)(F)F)=O)O)C)N2C 7-(6-(((1R,2R,3S,5S)-2-fluoro-8-methyl-8-azabicyclo[3.2.1]octan-3-yl)(methyl)amino)pyridazin-3-yl)-6-hydroxy-2-(trifluoromethyl)-4H-chromen-4-one